N-(3,4-dihydronaphthalen-1-yl)acetamide C1(=CCCC2=CC=CC=C12)NC(C)=O